2-(4-((5-cyclopropyl-3-(2,6-dichlorophenyl)isoxazol-4-yl)methoxy)bicyclo[2.2.2]octan-1-yl)-4-fluorobenzo[d]thiazole-6-carboxylic acid C1(CC1)C1=C(C(=NO1)C1=C(C=CC=C1Cl)Cl)COC12CCC(CC1)(CC2)C=2SC1=C(N2)C(=CC(=C1)C(=O)O)F